BrC1=CC(=C(C(NO)=N)C=C1)F 4-bromo-2-fluoro-N-hydroxybenzimidamide